The molecule is a homodetic cyclic tetrapeptide made up from L-alanyl, D-alanyl, L-prolyl and 2-amino-8-oxo-9,10-epoxydecanoyl residues. It has a role as an EC 3.5.1.98 (histone deacetylase) inhibitor, a metabolite, a phytotoxin and an antineoplastic agent. It is a homodetic cyclic peptide and a tetrapeptide. C[C@@H]1C(=O)N[C@H](C(=O)N2CCC[C@@H]2C(=O)N[C@H](C(=O)N1)C)CCCCCC(=O)C3CO3